FC(C=1C=C(C=C(C1)C(F)(F)F)NC(C(=O)O)=O)(F)F 2-((3,5-bis(trifluoromethyl)phenyl)amino)-2-oxoacetic acid